N4-(3-[(1-Methylethyl)sulfonamido]phenyl)-N2-[4-(4-methylpiperazin-1-yl)phenyl]-5,7-dihydrofuro[3,4-d]pyrimidine-2,4-diamine CC(C)S(=O)(=O)NC=1C=C(C=CC1)NC=1C2=C(N=C(N1)NC1=CC=C(C=C1)N1CCN(CC1)C)COC2